C(C)(C)(C)OC(=O)N1C2C=CCC1CC2 8-azabicyclo[3.2.1]oct-2-ene-8-carboxylic acid tert-butyl ester